[Pb].[Ag].[Sn] tin-silver-lead